(6-((cyclopentylmethoxy)methyl)pyridin-2-yl)methanamine C1(CCCC1)COCC1=CC=CC(=N1)CN